3-(2-amino-1H-benzo[d]imidazol-6-yl)benzamide NC1=NC2=C(N1)C=C(C=C2)C=2C=C(C(=O)N)C=CC2